[Na+].C(C1=CC=CC=C1)(=O)P(OC)([O-])=O monomethyl benzoylphosphonate-sodium salt